[Si](C1=CC=CC=C1)(C1=CC=CC=C1)(C(C)(C)C)OC(CC=O)C 3-((tert-butyldiphenylsilyl)oxy)butanal